(S)-2-((2-(2,3,6-trifluoro-4-(methylcarbamoyl)phenyl)-7-Methylimidazo[1,2-a]pyridin-3-yl)methyl)morpholine-4-carboxylic acid methyl ester COC(=O)N1C[C@@H](OCC1)CC1=C(N=C2N1C=CC(=C2)C)C2=C(C(=C(C=C2F)C(NC)=O)F)F